(7-((S)-2-(1H-imidazol-1-yl)propoxy)-1-(cyclopropylmethyl)-1H-indol-2-yl)-6-((S)-2-amino-3-fluoropropyl)-1-methyl-1,6,7,8-tetrahydro-5H-imidazo[4,5-g]isoquinolin-5-one N1(C=NC=C1)[C@H](COC=1C=CC=C2C=C(N(C12)CC1CC1)C1=NC=2C(=CC=3CCN(C(C3C2)=O)C[C@@H](CF)N)N1C)C